N-[(3-bromo-4-pyridyl)methyl]-N-methyl-carbamic acid tert-butyl ester C(C)(C)(C)OC(N(C)CC1=C(C=NC=C1)Br)=O